TMs carbonate C(O[Si](C)(C)C)([O-])=O